ethyl (E)-5-(3-(dimethylamino)-3-oxoprop-1-en-1-yl)-2-methylbenzofuran-3-carboxylate CN(C(/C=C/C=1C=CC2=C(C(=C(O2)C)C(=O)OCC)C1)=O)C